(S)-1-((4-(3-hydroxypyrrolidin-1-yl)-3-(1H-indol-2-yl)phenyl)sulfonyl)-1,6-diazaspiro[3.3]heptane-6-carboxylate O[C@@H]1CN(CC1)C1=C(C=C(C=C1)S(=O)(=O)N1CCC12CN(C2)C(=O)[O-])C=2NC1=CC=CC=C1C2